C(#N)C1=CC(=C(C=C1)C1=CC(=NC(=C1)OC(C)C)NC(C=1C(N(C=C(C1)CNC[C@H](C)OC)C)=O)=O)C(=O)N1CC(C1)(F)F N-(4-{4-cyano-2-[(3,3-difluoro-1-azetidinyl)carbonyl]phenyl}-6-isopropoxy-2-pyridyl)-5-{[(S)-2-methoxypropylamino]methyl}-1-methyl-2-oxo-1,2-dihydronicotinamide